COC1=C(C=CC=C1)C1=CC(=NC=C1C(=O)NC=1SC(=NN1)COC1=CC=C(C=C1)OC(F)(F)F)C 4-(2-methoxyphenyl)-6-methyl-N-(5-((4-(trifluoromethoxy)phenoxy)methyl)-1,3,4-thiadiazol-2-yl)nicotinamide